S1C(=NC2=C1C=CC=C2)CC(C)O (benzothiazol-2-yl)propan-2-ol